3,3-Bis(4-methoxyphenyl)-10,12-bis[4-(4-(4-(trans-4-pentylcyclohexyl)phenyl)benzamido)phenyl]-6-trifluoromethyl-13,13-dimethyl-3,13-dihydro-indeno[2',3':3,4]naphtho[1,2-b]pyran COC1=CC=C(C=C1)C1(C=CC2=C(O1)C=1C=C(C=CC1C1=C2C(C2=C(C=C(C=C21)C2=CC=C(C=C2)NC(C2=CC=C(C=C2)C2=CC=C(C=C2)[C@@H]2CC[C@H](CC2)CCCCC)=O)C2=CC=C(C=C2)NC(C2=CC=C(C=C2)C2=CC=C(C=C2)[C@@H]2CC[C@H](CC2)CCCCC)=O)(C)C)C(F)(F)F)C2=CC=C(C=C2)OC